4,6-dimethylnicotinamide CC1=CC(=NC=C1C(=O)N)C